2-chloro-5-(2,6-dichlorophenyl)-3-morpholinyl-6H-pyrimido[1,6-b]Pyridazin-6-one ClC=1C(=CC=2N(N1)C=NC(C2C2=C(C=CC=C2Cl)Cl)=O)N2CCOCC2